FC1=C2CN(C(C2=CC(=C1)C1=CC=C(C=C1)C1CCN(CC1)CCF)=O)[C@@H](C(=O)NC=1SC=CN1)C1=C(C=CC(=C1)F)O |r| (2RS)-2-[4-Fluoro-6-[4-[1-(2-fluoroethyl)-4-piperidyl]phenyl]-1-oxo-isoindolin-2-yl]-2-(5-fluoro-2-hydroxy-phenyl)-N-thiazol-2-yl-acetamide